2,6-bis(bromomethyl)benzene lanthanum-cobalt-copper [Cu].[Co].[La].BrCC1=CC(=CC=C1)CBr